C(C1=CC=CC=C1)O[C@@H]1[C@@H](CO[C@@H]([C@@H]1OCC1=CC=CC=C1)COCC1=CC=CC=C1)NC (3R,4R,5R,6R)-4,5-bis(benzyloxy)-6-((benzyloxy)methyl)-N-methyltetrahydro-2H-pyran-3-amine